(R)-8-(1-aminoethyl)-3-ethyl-2-(isoindolin-2-yl)-6-methylquinazolin-4(3H)-one N[C@H](C)C=1C=C(C=C2C(N(C(=NC12)N1CC2=CC=CC=C2C1)CC)=O)C